Carbonic acid 7-[4-(4-benzo[b]thiophen-4-ylpiperazin-1-yl)butoxy]-2-oxo-2H-quinolin-1-ylmethyl ester pentyl ester C(CCCC)OC(OCN1C(C=CC2=CC=C(C=C12)OCCCCN1CCN(CC1)C1=CC=CC=2SC=CC21)=O)=O